2-Bromo-N-methyl-6-(1-(2-(trifluoromethyl)phenyl)vinyl)aniline BrC1=C(NC)C(=CC=C1)C(=C)C1=C(C=CC=C1)C(F)(F)F